NC1=NC=C(C=C1N1CCN(CC1)C(=O)OC(C)(C)C)N(C)C1=C(C(=CC=C1)Cl)C(=O)OC tert-butyl 4-(2-amino-5-((3-chloro-2-(methoxycarbonyl)phenyl)(methyl)amino)pyridin-3-yl)piperazine-1-carboxylate